1-carboxy-4-ethyl-(2-hydroxyethylamino-1-butylamino)quinoline C(=O)(O)N1C(C=C(C2=CC=CC=C12)CC)N(CCCC)NCCO